3-(2,6-dichlorophenyl)isoxazole ClC1=C(C(=CC=C1)Cl)C1=NOC=C1